IC1=CNC=C1N 3-iodo-4-amino-1H-pyrrole